3-PROPOXY-PROPIONIC ACID C(CC)OCCC(=O)O